4-(hydroxymethyl)-3,3,5,5-tetramethylcyclohexan-1-one OCC1C(CC(CC1(C)C)=O)(C)C